C(C)(C)(C)C1N(CCC(C1(F)F)OCCO[Si](C)(C)C(C)(C)C)C(=O)OC(CC)C1=CC=C(C=C1)OC 1-(4-methoxyphenyl)propanol rac-tert-butyl-4-{2-[(tert-butyldimethylsilyl)oxy]ethoxy}-3,3-difluoropiperidine-1-carboxylate